4-methyl-3-(methylsulfonyl)-N-((2-(6-(piperazin-1-yl)pyridin-2-yl)-1,6-naphthyridin-7-yl)methyl)benzamide CC1=C(C=C(C(=O)NCC2=NC=C3C=CC(=NC3=C2)C2=NC(=CC=C2)N2CCNCC2)C=C1)S(=O)(=O)C